N-{(2S,3R)-4,4-difluoro-1-(oxetane-2-carbonyl)-2-[(2,3',4',5'-tetrafluoro[1,1'-biphenyl]-3-yl)methyl]pyrrolidin-3-yl}ethanesulfonamide FC1([C@@H]([C@@H](N(C1)C(=O)C1OCC1)CC=1C(=C(C=CC1)C1=CC(=C(C(=C1)F)F)F)F)NS(=O)(=O)CC)F